COC1=NC=C(C(=N1)OC)C1=CC(=C(N=N1)C(=O)N)NCCC1=CC=CC=C1 6-(2,4-dimethoxypyrimidin-5-yl)-4-(phenethylamino)pyridazine-3-carboxamide